COC1=C(C=NCCCO)C=CC=C1 3-((2-methoxybenzylidene)amino)propan-1-ol